FC(OC1=C(C=CC(=C1)C(F)(F)F)C1=C(N=C(N=N1)N[C@H]1CN(CCC1)C1COC1)C)F (R)-6-(2-(difluoromethoxy)-4-(trifluoromethyl)phenyl)-5-methyl-N-(1-(oxetan-3-yl)piperidin-3-yl)-1,2,4-triazine-3-amine